(R)-4-(3-(3-aminopiperidine-1-carbonyl)-1-(4-chlorophenyl)-1H-pyrazol-5-yl)benzonitrile N[C@H]1CN(CCC1)C(=O)C1=NN(C(=C1)C1=CC=C(C#N)C=C1)C1=CC=C(C=C1)Cl